C1(CC1)C1=C(C=CC(=C1)F)N(C(=O)C1CC1)C1=CC=C(C2=NON=C21)[N+](=O)[O-] N-(2-cyclopropyl-4-fluorophenyl)-N-(7-nitrobenzo[c][1,2,5]oxadiazol-4-yl)cyclopropanecarboxamide